CC1=NOC(=C1C1=CC=C2C=3N(C(COC31)C=3C(=NC=CC3)C(=O)NCCO)C(N2)=O)C 3-[7-(3,5-Dimethylisoxazol-4-yl)-2-oxo-1,2,4,5-tetrahydroimidazo[1,5,4-de][1,4]benzoxazin-4-yl]-N-(2-hydroxyethyl)pyridine-2-carboxamide